O[C@H](CC1=CC=C(C=C1)O)C1=CC=NC2=CC=CC=C12 (-)-(R)-4-(2-Hydroxy-2-quinolin-4-ylethyl)phenol